O1C(=NC2=C1C=CC=C2)[C@@H](NC(=O)[C@H]2NC(NC2)=O)C2=CC(=C(C=C2)F)Cl (S)-N-((S)-benzo[d]oxazol-2-yl-(3-chloro-4-fluoro-phenyl)methyl)-2-oxo-imidazolidine-4-carboxamide